4-(benzyloxy)-1H-pyrazole C(C1=CC=CC=C1)OC=1C=NNC1